benzyl [6-(bis{2-[(α-D-mannopyranosyl)oxy]ethyl}amino)-6-oxohexyl]carbamate [C@H]1([C@@H](O)[C@@H](O)[C@H](O)[C@H](O1)CO)OCCN(C(CCCCCNC(OCC1=CC=CC=C1)=O)=O)CCO[C@@H]1[C@@H](O)[C@@H](O)[C@H](O)[C@H](O1)CO